2-((5-methyl-3-(6-methylpyridazin-3-yl)isoxazol-4-yl)methyl)-5-(3-oxa-9-azaspiro[5.5]undecan-9-yl)pyridazin-3(2H)-one CC1=C(C(=NO1)C=1N=NC(=CC1)C)CN1N=CC(=CC1=O)N1CCC2(CCOCC2)CC1